silacyclopropene [SiH]1=CC1